ClC1=C(C=CC=2C3=C(NC12)CCN([C@@H]3C)C(=O)C3=NC=C(C=N3)N(C)CCN(C)C)Cl (R)-(6,7-dichloro-1-methyl-1,3,4,5-tetrahydro-2H-pyrido[4,3-b]indol-2-yl)(5-((2-(dimethylamino)ethyl)(methyl)amino)pyrimidin-2-yl)methanone